7-(4-bromothiazol-2-yl)-3-oxo-1,4-diazacycloheptane-1-carboxylic acid tert-butyl ester C(C)(C)(C)OC(=O)N1CC(NCCC1C=1SC=C(N1)Br)=O